C(C)(C)(C)OC(=O)NC=1SC2=C(C1)C(=C(C=C2)F)C=2C1=C(C=3C(=NC=NC3C2F)N2[C@H]3CN([C@@H](C2)C3)C(=O)OC(C)(C)C)COC1 tert-Butyl (1R,4R)-5-[6-[2-(tert-butoxycarbonylamino)-5-fluoro-benzothiophen-4-yl]-5-fluoro-7,9-dihydrofuro[3,4-f]quinazolin-1-yl]-2,5-diazabicyclo[2.2.1]heptane-2-carboxylate